C(C)(=O)C=1NC2=CC=C(C=C2C1C=1N=NN(C1)CC1CCN(CC1)CCNS(=O)(=O)C1=CC=C(C=C1)C1=C(C=CC=C1O)F)F N-(2-(4-((4-(2-Acetyl-5-fluoro-1H-indol-3-yl)-1H-1,2,3-triazol-1-yl)methyl)piperidin-1-yl)ethyl)-2'-fluoro-6'-hydroxy-[1,1'-biphenyl]-4-sulfonamid